2,2-Bis(4-amino-3-methylcyclohexyl)-propan NC1C(CC(CC1)C(C)(C)C1CC(C(CC1)N)C)C